tert-butyl 4-[4-({3-methyl-4-[(1-methyl-1,3-benzodiazol-5-yl)oxy]phenyl}amino)quinazolin-6-yl]piperazine-1-carboxylate CC=1C=C(C=CC1OC1=CC2=C(N(C=N2)C)C=C1)NC1=NC=NC2=CC=C(C=C12)N1CCN(CC1)C(=O)OC(C)(C)C